C(CCCCCCC)C(COC(CCCCCCCCCCCCCCC)=O)CCCCCCCCCC 2-Octyldodecylpalmitat